(3R,4R) and (3S,4S)-3-(2,3-dihydro-1,4-benzodioxin-6-yl)-2-[4-(methylsulfonyl)phenyl]-1-oxo-1,2,3,4-tetrahydroisoquinoline-4-carboxylic acid O1CCOC2=C1C=CC(=C2)[C@@H]2N(C(C1=CC=CC=C1[C@H]2C(=O)O)=O)C2=CC=C(C=C2)S(=O)(=O)C |r|